C[Si]1(O[Si](O[Si](O[Si](O1)(CCCS)C)(C)C)(C)C)C Heptamethyl-mercaptopropylcyclotetrasiloxane